hydroxy-4-morpholinepropanesulfonic acid OC1N(CCOC1)CCCS(=O)(=O)O